N,N-dimethyl(5,5-dimethyl-4H-isoxazol-3-ylsulfanyl)methaniminium C[N+](=CSC1=NOC(C1)(C)C)C